FC(C1=CC=C(C(=O)OC)C=C1)(F)F methyl 4-(trifluoromethyl)benzoate